N-(4-((2-amino-3-chloropyridin-4-yl)oxy)-3-fluorophenyl)-1-(5-methylpyridin-2-yl)-5-(trifluoromethyl)-1H-pyrazole-4-carboxamide NC1=NC=CC(=C1Cl)OC1=C(C=C(C=C1)NC(=O)C=1C=NN(C1C(F)(F)F)C1=NC=C(C=C1)C)F